FC1=C(C=CC=C1C[C@@H]1N(C[C@@H]([C@@H]1NS(=O)(=O)CC)F)C(=O)C1OCC1)C1=CC(=C(C=C1)F)C N-[(2S,3R,4S)-2-[(2,4'-difluoro-3'-methyl[1,1'-biphenyl]-3-yl)methyl]-4-fluoro-1-(oxetane-2-carbonyl)pyrrolidin-3-yl]ethanesulfonamide